tert-butyl (2S,4S)-4-(7-bromo-4-(3-(dimethylamino)azetidin-1-yl)-6-fluoro-8-iodo-1H-imidazo[4,5-c]quinolin-1-yl)-2-(2-(tert-butoxy)-2-oxoethyl)piperidine-1-carboxylate BrC=1C(=CC=2C3=C(C(=NC2C1F)N1CC(C1)N(C)C)N=CN3[C@@H]3C[C@H](N(CC3)C(=O)OC(C)(C)C)CC(=O)OC(C)(C)C)I